1-(4-((4-(4-((3-isopropoxyazetidine-1-carboxamido)methyl)-3-methylphenyl)pyrimidin-2-yl)amino)phenyl)piperidin C(C)(C)OC1CN(C1)C(=O)NCC1=C(C=C(C=C1)C1=NC(=NC=C1)NC1=CC=C(C=C1)N1CCCCC1)C